N=1NN=NC1COC1=C(C=C(C=C1)CC)S(=O)(=O)NC1=NOC2=C1C(=CC(=C2)CN2N=CC(=C2)CNC(OC(C)(C)C)=O)OC tert-Butyl ((1-((3-((2-((2H-tetrazol-5-yl)methoxy)-5-ethylphenyl)sulfonamido)-4-methoxybenzo[d]isoxazol-6-yl)methyl)-1H-pyrazol-4-yl)methyl)carbamate